C1=CC=CC=2NC3=CC=CC=C3CC12 Acridan